6-[2-(3,4-dimethoxyphenyl)vinyl]-5-nitro-2,4(1H,3H)-pyrimidinedione COC=1C=C(C=CC1OC)C=CC1=C(C(NC(N1)=O)=O)[N+](=O)[O-]